C=C(C(=O)O)CCO.C[SiH](Cl)C DIMETHYL-CHLOROSILANE α-methylene-γ-hydroxybutyrate